6-METHYL-2-OXOINDOLINE-3-CARBALDEHYDE CC1=CC=C2C(C(NC2=C1)=O)C=O